OC=1C=C(C=C(C1)O)CCCP(O)=O (3,5-dihydroxyphenyl)propylphosphinic acid